CN1N=CC(=C1C)C1C(C1)NC(C1=CC(=CC=C1)NC1=NC=C(C=N1)C1=CC(=CC=C1)F)=O N-(2-(1,5-dimethyl-1H-pyrazol-4-yl)cyclopropyl)-3-((5-(3-fluorophenyl)pyrimidin-2-yl)amino)benzamide